Ethylene methyl carbonate C(OC)(O)=O.C=C